3-VINYLANILINE C(=C)C=1C=C(N)C=CC1